((1-(2-chloro-4-(1,2,4-oxadiazol-5-yl)benzyl)-4-hydroxypiperidin-4-yl)methyl)-2-methyl-2,6-dihydro-7H-pyrazolo[4,3-d]pyrimidine ClC1=C(CN2CCC(CC2)(O)CC=2N(N=C3C2N=CNC3)C)C=CC(=C1)C1=NC=NO1